Bicyclo[2.1.1]hexane compound with indole N1C=CC2=CC=CC=C12.C12CCC(C1)C2